N-[4-[2-(4-methylpiperazin-1-yl)pyrimidin-5-yl]phenyl]-3-[6-(trifluoromethyl)-1H-benzo[d]imidazol-2-yl]aniline CN1CCN(CC1)C1=NC=C(C=N1)C1=CC=C(C=C1)NC1=CC(=CC=C1)C1=NC2=C(N1)C=C(C=C2)C(F)(F)F